OC1=CC=C2NC=C(CCNC3CCC(=O)OC3=O)C2=C1 5-HYDROXYTRYPTAMINE-Glutaric Anhydride